2-(2-(benzyloxy)-4,6-dihydroxybenzoyl)-1,2,3,4-tetrahydroisoquinoline C(C1=CC=CC=C1)OC1=C(C(=O)N2CC3=CC=CC=C3CC2)C(=CC(=C1)O)O